OC1=C(C(N(C2=NC=C(C=C12)C1=CC=C(C=C1)OC)CCN1CCOCC1)=O)C(=O)OCC1=CC=CC=C1 benzyl 4-hydroxy-6-(4-methoxyphenyl)-1-(2-morpholinylethyl)-2-oxo-1,2-dihydro-1,8-naphthyridine-3-carboxylate